ClC=1C=C(C=CC1)C1CN(C1)CC=1N=C2N(C(=NC=3C(=CC=CC23)OC)N)C1 2-((3-(3-chlorophenyl)azetidin-1-yl)methyl)-7-methoxyimidazo[1,2-c]quinazolin-5-amine